3-(4-(5-(difluoromethyl)-1,3,4-oxadiazol-2-yl)-2-fluorobenzyl)-5-fluoro-1-(piperidin-4-yl)-1,3-dihydro-2H-benzo[d]imidazol-2-one FC(C1=NN=C(O1)C1=CC(=C(CN2C(N(C3=C2C=C(C=C3)F)C3CCNCC3)=O)C=C1)F)F